1,1,2,2,8,8,9,9,10,10-decafluoro-n-dodecane FC(C(CCCCCC(C(C(CC)(F)F)(F)F)(F)F)(F)F)F